tert-butyl N-[(3S,4S)-3-methoxypiperidin-4-yl]carbamate hemioxalate C(C(=O)O)(=O)O.CO[C@H]1CNCC[C@@H]1NC(OC(C)(C)C)=O.C(C)(C)(C)OC(N[C@@H]1[C@H](CNCC1)OC)=O